2-aminobenzoic amide NC1=C(C(=O)N)C=CC=C1